O1CCC(CC1)CC=1NC(=NN1)C(=O)OCC ethyl 5-((tetrahydro-2H-pyran-4-yl) methyl)-4H-1,2,4-triazole-3-carboxylate